NC1=NC=NN2C1=CC=C2[C@]2([C@@H]([C@@H]([C@H](O2)COP(=O)(OC2=CC=C(C=C2)C(C)(C)C)N[C@@H](C)C(=O)OC2CC(C2)(C)C)O)O)C#N 3,3-dimethylcyclobutyl ((((2R,3S,4R,5R)-5-(4-aminopyrrolo[2,1-f][1,2,4]triazin-7-yl)-5-cyano-3,4-dihydroxytetrahydrofuran-2-yl)methoxy)(4-(tert-butyl)phenoxy)phosphoryl)-L-alaninate